CC1=C(C=NN1)C1=CC2=C(N=C(S2)NC2=NC=CC(=C2)CN2CCOCC2)C=C1 6-(5-methyl-1H-pyrazol-4-yl)-N-(4-(morpholinomethyl)pyridin-2-yl)benzo[d]thiazol-2-amine